1-[4-(hydroxyamino)phenyl]ethanol ONC1=CC=C(C=C1)C(C)O